C(CCC)OC(C)=O acetic acid butyl ester